(S)-6-(4-(1-aminoethyl)benzyl)-2,2-dimethyl-4H-benzo[d][1,3]dioxin-4-one N[C@@H](C)C1=CC=C(CC2=CC3=C(OC(OC3=O)(C)C)C=C2)C=C1